ClC1=CC=C(C=C1)[C@@]1(N(C(C2=CC(=CC(=C12)F)C(C)(C)O)=O)CC1=NC=C(C=C1)Cl)OCC1(CC1)OC (3R)-3-(4-Chlorophenyl)-2-[(5-chloropyridin-2-yl)methyl]-4-fluoro-6-(2-hydroxypropan-2-yl)-3-[(1-methoxycyclopropyl)methoxy]-2,3-dihydro-1H-isoindol-1-on